tert-butyl 4-(1-(3-(3-(2,4-dimethoxybenzyl)-2,4-dioxotetrahydropyrimidin-1(2H)-yl)pyrazolo[1,5-a]pyridin-5-yl)ethyl)piperidine-1-carboxylate COC1=C(CN2C(N(CCC2=O)C=2C=NN3C2C=C(C=C3)C(C)C3CCN(CC3)C(=O)OC(C)(C)C)=O)C=CC(=C1)OC